CC1(CCCC1)[Mg]Cl 1-methyl-1-cyclopentyl-magnesium chloride